C(=O)(O)CC(CN)NC(=O)OCC1=CC=C(C=C1)OC(C1=CC=C(C=C1)NC(=N)N)=O 3-carboxy-2-((((4-((4-guanidinobenzoyl)oxy)benzyl)oxy)carbonyl)amino)propaneamine